N1N=CC(=C1)C=1C=CC(=C(C1)O)C=1SC=2N=C(SC2N1)N1CC2(C1)CC1CCC(C2)N1 5-(1H-pyrazol-4-yl)-2-[5-(spiro[8-azabicyclo[3.2.1]octane-3,3-azetidin]-1'-yl)[1,3]thiazolo[5,4-d][1,3]thiazol-2-yl]phenol